[Na+].[Na+].P(=O)([O-])([O-])O[C@H]1[C@H]([C@@H](O[C@@H]1CO)N1C(=O)NC(=O)C=C1)O Uridine 3'-monophosphate disodium salt